O=C1NC(CCC1N1C(C2=CC=C(C=C2C1=O)NCCOCCOCCOCCOCCOCC1=CC=CC=C1)=O)=O 2-(2,6-dioxopiperidin-3-yl)-5-((1-phenyl-2,5,8,11,14-pentaoxahexadecan-16-yl)amino)isoindoline-1,3-dione